5,7-Diphenyl-N-(3-(pyridin-4-yl)propyl)pyrazolo[1,5-a]pyrimidine-2-carboxamide C1(=CC=CC=C1)C1=NC=2N(C(=C1)C1=CC=CC=C1)N=C(C2)C(=O)NCCCC2=CC=NC=C2